C[Te]C(CC1=CC=C(C=C1)C1C(CC=CCOCC=CCC2C(O2)C2=CC=C(C=C2)CC(C)[Te]C)O1)C 4-(2-methyltelluro-propyl)benzeneGlycidyl-allylether